N-(4-(aminomethyl)benzyl)-4-(2-(3-hydroxy-2-oxopropanamido)acetyl)piperazine-1-carboxamide NCC1=CC=C(CNC(=O)N2CCN(CC2)C(CNC(C(CO)=O)=O)=O)C=C1